6-(2,4-difluoro-phenoxy)-8-isopropylamino-2-(tetrahydro-pyran-4-ylamino)-8H-pyrido[2,3-d]pyrimidin-7-one FC1=C(OC2=CC3=C(N=C(N=C3)NC3CCOCC3)N(C2=O)NC(C)C)C=CC(=C1)F